BrC=1C=C(C(=NC1)C)NC(OC)=O Methyl (5-bromo-2-methylpyridin-3-yl)carbamate